C(CCCCCCCCCCC)N(CCO)CCO (DODECYLIMINO)BIS(ETHANOL)